(S)-2-((4-(6-(isoquinolin-3-ylmethoxy)pyridin-2-yl)piperidin-1-yl)methyl)-1-(oxetine-2-ylmethyl)-1H-benzo[d]imidazole-6-carboxylic acid tert-butyl ester C(C)(C)(C)OC(=O)C=1C=CC2=C(N(C(=N2)CN2CCC(CC2)C2=NC(=CC=C2)OCC=2N=CC3=CC=CC=C3C2)CC=2OCC2)C1